CC1=NN=C2N1C=C(N=C2)C2=CC=C(C=C2)S(=O)(=N)[C@@H]2CC[C@H](CC2)NC2=CC=C(C=C2)S(F)(F)(F)(F)F (4-{3-methyl-[1,2,4]triazolo[4,3-a]pyrazin-6-yl}phenyl)[trans-4-{[4-(pentafluoro-λ6-sulfanyl)phenyl]amino}cyclohexyl](imino)-λ6-sulfanone